2-fluoro-4-(1-methylcyclopropyl)benzamide FC1=C(C(=O)N)C=CC(=C1)C1(CC1)C